((2-((6-methoxy-2-methyl-1,2,3,4-tetrahydroisoquinolin-7-yl)amino)-5-methyl-7H-pyrrolo[2,3-d]pyrimidin-4-yl)amino)-N,N-dimethylbenzenesulfonamide COC=1C=C2CCN(CC2=CC1NC=1N=C(C2=C(N1)NC=C2C)NC2=C(C=CC=C2)S(=O)(=O)N(C)C)C